cyanoborate B([O-])([O-])C#N